perfluorooctyllithium FC(C(C(C(C(C(C(C(F)(F)F)(F)F)(F)F)(F)F)(F)F)(F)F)(F)F)([Li])F